FC1=CC(=C(C=C1)C=1C(=NC(=CC1)C=1C=NN(C1)C)C1=NN2C(CN(CC2)C(C=C)=O)=C1)OC(C)C 1-[2-[3-(4-fluoro-2-isopropoxy-phenyl)-6-(1-methylpyrazol-4-yl)-2-pyridyl]-6,7-dihydro-4H-pyrazolo[1,5-a]pyrazin-5-yl]prop-2-en-1-one